heptan-1,2,3-triol C(C(C(CCCC)O)O)O